(4-amino-4-methyl-cyclohexyl) 6-[5-(6-methyl-2-pyridyl)-1H-pyrazol-4-yl]quinoline-4-carboxylate CC1=CC=CC(=N1)C1=C(C=NN1)C=1C=C2C(=CC=NC2=CC1)C(=O)OC1CCC(CC1)(C)N